C1(CC1)OC1=C(N)C=C(C(=C1)C1CCN(CC1)CCOC)C 2-cyclopropyloxy-4-(1-(2-methoxyethyl)piperidine-4-yl)-5-methylaniline